FC(C=1C=CC2=C(C(=NO2)N)C1)(F)F 5-(trifluoromethyl)-1,2-benzoxazol-3-amine